5-Chloro-N-((7-fluoroquinoxalin-6-yl)methyl)-4-(piperazin-1-yl)pyridin-3-amine ClC=1C(=C(C=NC1)NCC=1C=C2N=CC=NC2=CC1F)N1CCNCC1